N1(CCCC1)CCC1=CNC2=CC(=CC=C12)OC(C)=O acetic acid 3-(2-(pyrrolidin-1-yl) ethyl)-1H-indol-6-yl ester